(2s,5r)-5-((3-(2,2-difluorocyclopropyl)-1-((2-(trimethylsilyl)ethoxy)methyl)-1H-pyrrolo[2,3-b]pyridin-4-yl)-amino)-2-methylpiperidine-1-carboxylic acid benzyl ester C(C1=CC=CC=C1)OC(=O)N1[C@H](CC[C@H](C1)NC1=C2C(=NC=C1)N(C=C2C2C(C2)(F)F)COCC[Si](C)(C)C)C